trimethylolpropane tri(methacrylate) C(C(=C)C)(=O)O.C(C(=C)C)(=O)O.C(C(=C)C)(=O)O.C(O)C(CC)(CO)CO